N[C@@H](C(C)(C)C)C(=O)O |r| DL-tert-leucine